(R)-7-chloro-6-(2,6-difluorobenzyl)-3-(6-oxopiperidin-3-yl)-3,6-dihydro-4H-pyrazolo[4,3-d][1,2,3]triazin-4-one ClC=1N(N=C2C1N=NN(C2=O)[C@H]2CNC(CC2)=O)CC2=C(C=CC=C2F)F